3-amino-1-(4-((2-(2-hydroxy-4-(1H-pyrazol-4-yl)phenyl)pyrimidin-5-yl)(methyl)amino)-2,2,6,6-tetramethylpiperidin-1-yl)propan-1-one NCCC(=O)N1C(CC(CC1(C)C)N(C)C=1C=NC(=NC1)C1=C(C=C(C=C1)C=1C=NNC1)O)(C)C